isopropyl ((R)-(((2S,3S,4R,5R)-5-(4-amino-2-oxopyrimidin-1(2H)-yl)-2-fluoro-3,4-dihydroxy-4-methyltetrahydrofuran-2-yl)methoxy)(naphthalen-1-yloxy)phosphoryl)-L-alaninate NC1=NC(N(C=C1)[C@H]1[C@]([C@@H]([C@@](O1)(F)CO[P@@](=O)(OC1=CC=CC2=CC=CC=C12)N[C@@H](C)C(=O)OC(C)C)O)(C)O)=O